N-(4-((4-([1,2,4]triazolo[1,5-a]pyridin-7-yloxy)-2-methoxy-5-methylphenyl)amino)-7-morpholino-quinazolin-6-yl)acrylamide N=1C=NN2C1C=C(C=C2)OC2=CC(=C(C=C2C)NC2=NC=NC1=CC(=C(C=C21)NC(C=C)=O)N2CCOCC2)OC